[Na+].C(C)(=O)[NH-] acetamide, monosodium salt